(2S)-3-[3-(1,3-Benzothiazol-2-yl)phenyl]-2-[(3R)-pyrrolidin-3-yl]propanoic acid hydrochloride Cl.S1C(=NC2=C1C=CC=C2)C=2C=C(C=CC2)C[C@H](C(=O)O)[C@@H]2CNCC2